COCOC(=O)N1CCCC1 (methoxymethyl)pyrrolidine-1-carboxylate